(R/S)-1-(6-fluoroimidazo[1,5-a]pyridine-1-yl)-N,N-dimethylpropan-2-amine FC=1C=CC=2N(C1)C=NC2C[C@@H](C)N(C)C |r|